C(C)(C)C=1C(=NNC1C=1C=C(C=2N(C1)N=CN2)OC)C2=CC=C(C=C2)C(C)(C)N 2-(4-(4-Isopropyl-5-(8-methoxy-[1,2,4]triazolo[1,5-a]pyridin-6-yl)-1H-pyrazol-3-yl)phenyl)propan-2-amine